azathiole N=1SC=CC1